C(C)(C)(C)OC(=O)N1CCC(CC1)CCCOC1CCNCC1 4-(3-(piperidine-4-oxy)propyl)piperidine-1-carboxylic acid tert-butyl ester